difluoro-indol FC1=C(NC2=CC=CC=C12)F